2-cyclohexyl-2-(cyclopentylethyl)-1,3-diallyloxy-propane C1(CCCCC1)C(COCC=C)(COCC=C)CCC1CCCC1